tert-butyl 4-(prop-2-en-1-oxy)piperidine-1-carboxylate C(C=C)OC1CCN(CC1)C(=O)OC(C)(C)C